methyl 2-[2-cyclopropyl-3-(1,3-thiazol-2-yl)phenyl]acetate C1(CC1)C1=C(C=CC=C1C=1SC=CN1)CC(=O)OC